[B].[B].B(O)(O)O boric acid diboron